CN1N=CC(=C1)C1(CC1)C(=O)N (1-methyl-1H-pyrazol-4-yl)cyclopropane-1-carboxamide